C(#N)C=1C=C(C=NC1C=1C=NN(C1)C1C(CN(CC1)C)(F)F)NC(COC1=CC(=CC=C1)C(F)(F)F)=O N-(5-cyano-6-(1-(3,3-difluoro-1-methylpiperidin-4-yl)-1H-pyrazol-4-yl)pyridin-3-yl)-2-(3-(trifluoromethyl)phenoxy)acetamide